ClC1=CC(=C(C=C1)C1=C2C=NC(=NC2=CC(=C1)N1C[C@@H](OCC1)C=1C=NN(C1)C)C)F 5-(4-chloro-2-fluorophenyl)-2-methyl-7-((2S)-2-(1-methyl-1H-pyrazol-4-yl)-4-morpholinyl)quinazoline